O=C(CCO)CCCCCCCCCCCCC 3-oxo-hexadecanol